3-chloro-N-[4-fluoro-5-(2-morpholin-4-ylpyrimidin-5-yl)-2-[rac-(3R,5S)-3,4,5-trimethylpiperazin-1-yl]phenyl]-5-methoxybenzamide ClC=1C=C(C(=O)NC2=C(C=C(C(=C2)C=2C=NC(=NC2)N2CCOCC2)F)N2C[C@H](N([C@H](C2)C)C)C)C=C(C1)OC |r|